2-(oxetan-3-yloxymethyl)-6-vinyl-quinoline O1CC(C1)OCC1=NC2=CC=C(C=C2C=C1)C=C